O(C1=CC=CC=C1)C1=C(C=CC=C1)NC(N)=O 3-(2-phenoxyphenyl)urea